C(=O)C1N(CCCC1)C(=O)OC(C)(C)C Tert-butyl 2-formylpiperidine-1-carboxylate